ethyl 2-(2-(((2S,4R)-1-((S)-2-(1-fluorocyclopropane-1-carboxamido)-3,3-dimethylbutanoyl)-4-hydroxypyrrolidine-2-carboxamido)methyl)-5-(4-methylthiazol-5-yl)phenoxy)acetate FC1(CC1)C(=O)N[C@H](C(=O)N1[C@@H](C[C@H](C1)O)C(=O)NCC1=C(OCC(=O)OCC)C=C(C=C1)C1=C(N=CS1)C)C(C)(C)C